NCC1=CC=C(C=C1)N1CCN(CC1)C=1N=C2N(C(C1)=O)C=C(C=C2C(C)NC2=C(C(=O)O)C=CC=C2)C 2-((1-(2-(4-(4-(aminomethyl)phenyl)piperazin-1-yl)-7-methyl-4-oxo-4H-pyrido[1,2-a]pyrimidin-9-yl)ethyl)amino)benzoic acid